methyluridine-5-oxyacetic acid CC(C(=O)O)OC=1C(NC(N([C@H]2[C@H](O)[C@H](O)[C@@H](CO)O2)C1)=O)=O